C(CCC)N(C(=O)NCCCC)CC1=C(C=C(C=C1OC)OC)\C=C\C1=CC=C(C=C1)OCC(C)C (E)-1,3-dibutyl-1-(2-(4-isobutoxystyryl)-4,6-dimethoxybenzyl)urea